Indium (tetradecanoate) C(CCCCCCCCCCCCC)(=O)[O-].[In+3].C(CCCCCCCCCCCCC)(=O)[O-].C(CCCCCCCCCCCCC)(=O)[O-]